CCCOC1=C2C(=C(C=C1)Cl)C(=O)C3=CC=CC=C3S2 1-chloro-4-(n-propoxy)-5-thioxanthen-10-one